2-(diphenylphosphino)-N,N,N-trimethylbenzylammonium trifluoromethanesulfonate FC(S(=O)(=O)[O-])(F)F.C1(=CC=CC=C1)P(C1=C(C[N+](C)(C)C)C=CC=C1)C1=CC=CC=C1